2'-chloro-N-(5-(2-(indolin-1-yl)ethyl)-1,3,4-thiadiazol-2-yl)-5'-methoxy-6-methyl-(4,4'-bipyridine)-3-carboxamide ClC1=NC=C(C(=C1)C1=C(C=NC(=C1)C)C(=O)NC=1SC(=NN1)CCN1CCC2=CC=CC=C12)OC